4,5-dichloropyridin-2-amine ClC1=CC(=NC=C1Cl)N